2-[(2,6-difluoro-4-pyridyl)-(tetrahydropyran-4-carbonyl)amino]-N-[(1R)-2,2-dimethylcyclobutyl]-5-methyl-thiazole-4-carboxamide FC1=NC(=CC(=C1)N(C=1SC(=C(N1)C(=O)N[C@H]1C(CC1)(C)C)C)C(=O)C1CCOCC1)F